prop-2-yn-1-yl (1-((3-chloro-4-fluorophenyl)carbamoyl)-2-methyl-2,4,5,6-tetrahydrocyclopenta[c]pyrrol-4-yl)carbamate ClC=1C=C(C=CC1F)NC(=O)C=1N(C=C2C1CCC2NC(OCC#C)=O)C